O=C(C=C)C=1N=C2C(=NC1)NC(C21CNCC1)=O (1-oxoprop-2-enyl)-1,2,4,5,5',6'-hexahydrospiro[pyrrole-3,7'-pyrrolo[2,3-b]pyrazin]-6'-one